3,6,9,12-tetraoxatetradecyl-4-methylbenzenesulfonate C(COCCOCCOCCOCC)OS(=O)(=O)C1=CC=C(C=C1)C